CN1CCN(CC1)C=1C=CC(=NC1)NC=1C=CC(=C2CN(C(C12)=O)C(=O)OC(C)(C)C)B1OC(C(O1)(C)C)(C)C tert-butyl 7-((5-(4-methylpiperazin-1-yl)pyridin-2-yl)amino)-1-oxo-4-(4,4,5,5-tetramethyl-1,3,2-dioxaborolan-2-yl)isoindoline-2-carboxylate